8-methylidene-tetracyclo[4.4.0.12,5.17,10]dodeca-3-ene C=C1C2C3C4C=CC(C3C(C1)C2)C4